N[C@@H]1[C@H]([C@@H](N(C2=CC=CC=C12)C(C)=O)CC)CC ((2S,3R,4R)-4-amino-2,3-diethyl-3,4-dihydroquinolin-1(2H)-yl)ethanone